C(C1=CC=CC=C1)OC1=NN=C(C2=CC(=CC=C12)C1(CN(CCO1)C=O)C1=NC=C(C=C1)C(F)(F)F)Cl 2-(1-Benzyloxy-4-chlorophthalazin-6-yl)(2-(5-trifluoromethylpyridin-2-yl)morpholinyl)methanone